O[C@@H]1C[C@@H](CCC1)NC1=NC(=NC=C1C(=O)O)SC 4-((1R,3S)-3-hydroxycyclohexyl-amino)-2-(methylsulfanyl)pyrimidine-5-carboxylic acid